C1(CCC1)NC=1C=C(C(=O)NC[C@@H](O)C2N=CC3=CC(=CC=C3C2)OCOC)C=C(N1)N(C)CC 3-((R)-2-(2-(cyclobutylamino)-6-(ethyl(methyl)amino)isonicotinamido)-1-hydroxyethyl)-7-(methoxymethoxy)-3,4-dihydroisoquinoline